(trans)-(rac)-3-aminocyclopentane-1-ol hydrochloride Cl.N[C@@H]1C[C@H](CC1)O |r|